C(C1=CC=CC=C1)OC1=NC(=NC(=C1)Cl)N benzyloxy-6-chloropyrimidine-2-amine